2-((6-methoxy-2-(trifluoromethyl)pyrido[3,4-d]pyrimidin-4-yl)thio)-1-(5-((methylamino)methyl)thiophen-2-yl)ethan-1-one hydrochloride Cl.COC1=CC2=C(N=C(N=C2SCC(=O)C=2SC(=CC2)CNC)C(F)(F)F)C=N1